C(C)OC(CNC(=O)C1=CC(=C2COCCN21)C(N[C@H](CC)C2=CC=CC=C2)=O)=O {[8-((R)-1-phenyl-propylcarbamoyl)-3,4-dihydro-1H-pyrrolo[2,1-c][1,4]oxazine-6-carbonyl]-amino}-acetic acid ethyl ester